2-(2,4-difluorophenyl)-1-(4-(phenylamino)-[1,4'-bipiperidin]-1'-yl)-3-(1H-1,2,4-triazol-1-yl)propan-2-ol FC1=C(C=CC(=C1)F)C(CN1CCC(CC1)N1CCC(CC1)NC1=CC=CC=C1)(CN1N=CN=C1)O